1-(cyclopropylmethyl)-N-[2-(4-[(2R,6S)-2,6-dimethylmorpholin-4-yl]Methylpiperidin-1-yl)phenyl]-1H-pyrazole-4-sulfonamide C1(CC1)CN1N=CC(=C1)S(=O)(=O)NC1=C(C=CC=C1)N1CCC(CC1)CN1C[C@H](O[C@H](C1)C)C